(3S)-1-[3-(5-chloro-1H-1,3-benzodiazol-2-yl)-5-(3-chloro-5-fluorophenyl)pyridin-4-yl]pyrrolidin-3-amine ClC1=CC2=C(NC(=N2)C=2C=NC=C(C2N2C[C@H](CC2)N)C2=CC(=CC(=C2)F)Cl)C=C1